(3R)-1-(7-(8-Ethynyl-3-hydroxynaphthalen-1-yl)-6,8-difluoro-2-(((2R,7aS)-2-fluorotetrahydro-1H-pyrrolizin-7a(5H)-yl)methoxy)quinazolin-4-yl)-3-methylpiperidin-3-ol C(#C)C=1C=CC=C2C=C(C=C(C12)C1=C(C=C2C(=NC(=NC2=C1F)OC[C@]12CCCN2C[C@@H](C1)F)N1C[C@@](CCC1)(O)C)F)O